C(C)(C)(C)OC(=O)N1CC(C1)N1N=CC2=CC(=C(C=C12)OC)Br 3-(5-bromo-6-methoxy-1H-indazol-1-yl)azetidine-1-carboxylic acid tert-butyl ester